Cl.C(C)(C)(C)C1=NC(=NO1)C(=O)NCC1=C(C=C(C=C1)C1=NC=NC=C1N1CCNCC1)C 5-(tert-butyl)-N-(2-methyl-4-(5-(piperazin-1-yl)pyrimidin-4-yl)benzyl)-1,2,4-oxadiazole-3-carboxamide hydrochloride